(5-Hydroxypyridin-2-yl)methyl N-[2-(pyridin-3-yl)-1,3-benzoxazol-5-yl]carbamate N1=CC(=CC=C1)C=1OC2=C(N1)C=C(C=C2)NC(OCC2=NC=C(C=C2)O)=O